Triethyl-(octyl)silane C(C)[Si](CCCCCCCC)(CC)CC